(2-(benzo[c][1,2,5]oxadiazol-5-ylmethoxy)-4-((3'-(3-(bis(2-hydroxyethyl)amino)propoxy)-2-chloro-[1,1'-biphenyl]-3-yl)methoxy)-5-chlorobenzyl)-D-serine N=1ON=C2C1C=CC(=C2)COC2=C(CN[C@H](CO)C(=O)O)C=C(C(=C2)OCC=2C(=C(C=CC2)C2=CC(=CC=C2)OCCCN(CCO)CCO)Cl)Cl